2-(2-cyclopropyl-6-methoxy-3-(trifluoromethyl)-5,6-dihydro-1H-pyrrolo[3,2-c]pyridin-7-yl)-4-ethoxy-5-(1-methylpiperidin-4-yl)-1H-benzo[d]imidazole C1(CC1)C1=C(C2=CNC(C(=C2N1)C1=NC2=C(N1)C=CC(=C2OCC)C2CCN(CC2)C)OC)C(F)(F)F